3-{[(4-cyanophenyl)carbamothioyl]amino}-3-({1-[(dicyclopropylmethyl)carbamoyl]ethyl}carbamoyl)propanoic acid C(#N)C1=CC=C(C=C1)NC(=S)NC(CC(=O)O)C(NC(C)C(NC(C1CC1)C1CC1)=O)=O